C(=O)O.COC1N(CC1)S(=O)(=O)N methoxyazetidine-1-sulfonamide formate